1-(2-(4-(5-((4-((4-(acetamidomethyl)piperidin-1-yl)methyl)-6-(3,5-dichlorophenyl)pyridin-2-yl)oxy)pyrimidin-2-yl)piperazin-1-yl)ethyl)cyclopropanecarboxylic acid C(C)(=O)NCC1CCN(CC1)CC1=CC(=NC(=C1)C1=CC(=CC(=C1)Cl)Cl)OC=1C=NC(=NC1)N1CCN(CC1)CCC1(CC1)C(=O)O